N-(6-chloro-2-(2,6-dioxopiperidin-3-yl)-1-oxoisoindolin-5-yl)acetamide ClC1=C(C=C2CN(C(C2=C1)=O)C1C(NC(CC1)=O)=O)NC(C)=O